N4-methyl-N2-pyrrolo[1,2-a]pyrazin-6-yl-5-(trifluoromethyl)pyrimidine-2,4-diamine CNC1=NC(=NC=C1C(F)(F)F)NC1=CC=C2N1C=CN=C2